2-(6-Oxo-5-(trifluoromethyl)-1,6-dihydropyridin-3-yl)ethyl (S)-3-ethyl-4-(5-(trifluoromethyl)pyrimidin-2-yl)piperazine-1-carboxylate C(C)[C@H]1CN(CCN1C1=NC=C(C=N1)C(F)(F)F)C(=O)OCCC1=CNC(C(=C1)C(F)(F)F)=O